((1R,3s,5S)-8-benzyl-8-azabicyclo[3.2.1]oct-3-yl)-1-(4-fluorophenyl)-1H-indole-6-carboxamide C(C1=CC=CC=C1)N1[C@H]2CC(C[C@@H]1CC2)C=2N(C1=CC(=CC=C1C2)C(=O)N)C2=CC=C(C=C2)F